BrC=1C=CC(=C(N)C1)C 5-bromo-2-methyl-aniline